ammonium dimethyl-taurine CN(CCS(=O)(=O)O)C.[NH4+]